C(C)(C)(C)OC(COC1=CC(=C2C=C(C(N(C2=C1)C)=O)C)N1CCN(C2=CC(=C(C=C12)C#N)C=1C=NN(C1)C)C)=O 2-((5-(7-cyano-4-methyl-6-(1-methyl-1H-pyrazol-4-yl)-3,4-dihydroquinoxalin-1(2H)-yl)-1,3-dimethyl-2-oxo-1,2-dihydroquinolin-7-yl)oxy)acetic acid tert-butyl ester